N-(2-methyl-4-(4,4,5,5-tetramethyl-1,3,2-dioxaborolan-2-yl)benzyl)methanesulfonamide CC1=C(CNS(=O)(=O)C)C=CC(=C1)B1OC(C(O1)(C)C)(C)C